(2S,3S,4R,5R)-5-(6-(benzylamino)-2-isopropyl-9H-purin-9-yl)-3,4-dihydroxy-N-methyl-tetrahydrofuran-2-Carboxamide C(C1=CC=CC=C1)NC1=C2N=CN(C2=NC(=N1)C(C)C)[C@H]1[C@@H]([C@@H]([C@H](O1)C(=O)NC)O)O